C(C1=CC=CC=C1)SC1=CC=C(C=C1)C(C(CC1=CC=CC=C1)N)N 1-(4-(benzylsulfanyl)phenyl)-3-phenylpropane-1,2-diamine